BrC1=CC(=C(C(=C1)[N+](=O)[O-])N[C@@H]1C[C@H](N(C1)C(C1=CN=CC(=C1)NC)=O)C(=O)NC1=NC=C(C=N1)Br)C(=O)N1C[C@H](O[C@H](C1)C)C (2S,4R)-4-((4-bromo-2-((2R,6S)-2,6-dimethylmorpholine-4-carbonyl)-6-nitrophenyl)amino)-N-(5-Bromopyrimidine-2-yl)-1-(5-(methylamino)nicotinoyl)pyrrolidine-2-carboxamide